C(C)(C)(C)OC(=O)N[C@H](C(=O)OC)CC=1C=C2C(=NC1)N(N=C2)C2OCCCC2 methyl (2S)-2-((tert-butoxycarbonyl)amino)-3-(1-(tetrahydro-2H-pyran-2-yl)-1H-pyrazolo[3,4-b]pyridin-5-yl)propanoate